FC=1C=C(C(=O)O)C=CC1OC1=C(C=CC=C1)F 3-fluoro-4-(2-fluorophenoxy)benzoic acid